N-[[4-[5-amino-4-cyano-1-(4-fluorophenyl)pyrazol-3-yl]phenyl]methyl]-2-methoxy-benzamide NC1=C(C(=NN1C1=CC=C(C=C1)F)C1=CC=C(C=C1)CNC(C1=C(C=CC=C1)OC)=O)C#N